(R)-N-(2-cyclopropyl-3-(2,4-difluorophenyl)propyl)-5-oxo-4,5-dihydro-1,2,4-triazine-3-carboxamide C1(CC1)[C@H](CNC(=O)C1=NN=CC(N1)=O)CC1=C(C=C(C=C1)F)F